allyl-pent-4-enylamine C(C=C)NCCCC=C